[Si](C)(C)(C(C)(C)C)OCCN1N=C(C(=C1C(=O)OCC)C(F)(F)F)C1=CC=CC=C1 ethyl 1-(2-((tert-butyldimethylsilyl)oxy)ethyl)-3-phenyl-4-(trifluoromethyl)-1H-pyrazole-5-carboxylate